2-(2-hydroxy-5-t-octylphenyl)-2H-benzotriazole OC1=C(C=C(C=C1)C(C)(C)CC(C)(C)C)N1N=C2C(=N1)C=CC=C2